4-Boc-3(S)-morpholinecarboxylic acid C(=O)(OC(C)(C)C)N1[C@@H](COCC1)C(=O)O